2-ethyl-9-methacryloyloxy-10-methoxy-1,4-dihydro-1,4-methanoanthracene C(C)C=1C2C3=C(C4=CC=CC=C4C(=C3C(C1)C2)OC)OC(C(=C)C)=O